FC(OC1=CC=C(C=C1)C1=CC(=CN=N1)C(=O)NCC=1C(=NC=CC1)N1C(COCC1)C)(F)F 6-[4-(trifluoromethoxy)phenyl]-N-[[2-(3-methylmorpholin-4-yl)-3-pyridinyl]methyl]pyridazine-4-carboxamide